methyl-cyclohexylsulfonamide CNS(=O)(=O)C1CCCCC1